hydroxybenzo[d][1,3]dioxole-4-carbaldehyde OC1OC2=C(O1)C=CC=C2C=O